C1(CC1)N1N=NN=C1COC=1C=C2CCN3C(C2=CC1)=CC(=NC3=O)OCC3COC1=C(O3)C=CC=C1 9-(1-Cyclopropyl-1H-tetrazol-5-ylmethoxy)-2-(2,3-dihydro-benzo[1,4]dioxin-2-ylmethoxy)-6,7-dihydro-pyrimido[6,1-a]isoquinolin-4-one